2-(5-octylsulfanyl-2H-benzotriazol-2-yl)-6-tert-butyl-4-methylphenol C(CCCCCCC)SC1=CC=2C(=NN(N2)C2=C(C(=CC(=C2)C)C(C)(C)C)O)C=C1